ONC(CC1=C(C=CC(=C1)N(C1=NC(=NC2=CC=CC=C12)C)C)OC)=O N-hydroxy-2-(2-methoxy-5-(methyl-(2-methylquinazolin-4-yl)amino)phenyl)acetamide